N-[5-(aminosulfonyl)-4-methyl-1,3-thiazol-2-yl]-N-methyl-2-[4-(2-pyridinyl)-phenyl]-acetamide NS(=O)(=O)C1=C(N=C(S1)N(C(CC1=CC=C(C=C1)C1=NC=CC=C1)=O)C)C